ClC1=CC=C(C(=N1)C(=O)/N=C/N(C)C)C (E)-6-chloro-N-((dimethylamino)methylene)-3-methylpyridine-carboxamide